FC1=CC(=C(C#N)C=C1)NC=1C=C2C3=C(C=NC2=CC1)C(C1=C3C=NC(=N1)C(F)(F)F)=O 4-fluoro-2-((7-oxo-9-(trifluoromethyl)-7H-pyrimido[5',4':3,4]cyclopenta[1,2-c]quinolin-2-yl)amino)benzonitrile